isonicotinyl-leucine C(C1=CC=NC=C1)N[C@@H](CC(C)C)C(=O)O